Pyridine-6-carboxaldehyde N1=CC=CC=C1C=O